2-{3-[(3r,5s)-3,5-dimethylpiperazin-1-yl]-1,2,4-triazin-6-yl}-5-(4,6-dimethyl-[1,3]thiazolo[5,4-c]pyridin-2-yl)phenol C[C@@H]1CN(C[C@@H](N1)C)C=1N=NC(=CN1)C1=C(C=C(C=C1)C=1SC=2C(=NC(=CC2N1)C)C)O